(2S,3S,4R,5R)-5-(2-(5-fluoropyridin-3-yl)-6-((methyl-d3)amino)-9H-purin-9-yl)-3,4-Dihydroxy-N-(methyl-d3)tetrahydrofuran-2-carboxamide FC=1C=C(C=NC1)C1=NC(=C2N=CN(C2=N1)[C@H]1[C@@H]([C@@H]([C@H](O1)C(=O)NC([2H])([2H])[2H])O)O)NC([2H])([2H])[2H]